ClC=1C(=C(C=CC1F)[C@@H](NC(=O)N1CC(NCC1)=O)[C@@H]1CC[C@H](CC1)C(F)(F)F)F |o1:8| N-((S or R)-(3-chloro-2,4-di-fluorophenyl)(trans-4-(trifluoromethyl)-cyclohexyl)methyl)-3-oxopiperazine-1-carboxamide